C(C)(=O)N[C@H](CC(C)C)C(=O)O (-)-N-Acetyl-D-leucin